(S)-2-fluoro-4-(6-(4-methylthiophene-3-yl)-2-((pyrrolidin-3-ylmethyl)amino)quinazolin-4-yl)benzonitrile FC1=C(C#N)C=CC(=C1)C1=NC(=NC2=CC=C(C=C12)C1=CSC=C1C)NC[C@@H]1CNCC1